(S)-3-(1'-(3-(2-methyl-2H-1,2,3-triazol-4-yl)benzyl)-6-oxo-6,8-dihydro-2H,7H-spiro[furo[2,3-e]isoindole-3,4'-piperidin]-7-yl)piperidine-2,6-dione CN1N=CC(=N1)C=1C=C(CN2CCC3(CC2)COC2=C4CN(C(C4=CC=C23)=O)[C@@H]2C(NC(CC2)=O)=O)C=CC1